aminopropyl-aminopropylmethyldimethoxysilane NCCCCO[Si](OC)(C)CCCN